BrCCCO[Si](C)(C)C(C)(C)C (3-bromopropoxy)-tert-butyldimethylsilane